3-({[(4R)-7-[(3,4-dimethylphenyl)(methyl)amino]-3,4-dihydro-2H-1-benzopyran-4-yl]methyl}amino)pyridine-4-carboxylic acid methyl ester COC(=O)C1=C(C=NC=C1)NC[C@@H]1CCOC2=C1C=CC(=C2)N(C)C2=CC(=C(C=C2)C)C